N-(6-((8'-methyl-1',5'-dioxo-1',5'-dihydro-2'H-spiro[cyclopentane-1,3'-imidazo[1,5-a]pyridin]-6'-yl)amino)pyrimidin-4-yl)isobutyramide CC1=C2N(C(C(=C1)NC1=CC(=NC=N1)NC(C(C)C)=O)=O)C1(NC2=O)CCCC1